(1R,2R)-2-{[5-(hydroxymethyl)-2-(methylsulfanyl)pyrimidin-4-yl]amino}-1-methylcyclopentanol OCC=1C(=NC(=NC1)SC)N[C@H]1[C@@](CCC1)(O)C